Cl.FC1(CNC1)C(F)(F)F 3-fluoro-3-(trifluoromethyl)azetidine hydrochloride